O=C1N(CCC(N1)=O)N1C(C2=CC=C(C(=C2C1=O)F)N1CCNCC1)=O 2-(2,4-dioxotetrahydropyrimidin-1(2H)-yl)-4-fluoro-5-(piperazin-1-yl)isoindoline-1,3-dione